C(C)OC(CN(C)C[C@@H](C)NC(=O)OC(C)(C)C)=O (R)-N-(2-((tert-butyloxycarbonyl)amino)propyl)-N-methylglycine ethyl ester